1-[6-methyl-4-morpholino-2-(1-piperidyl)-8-quinolyl]ethanone CC=1C=C2C(=CC(=NC2=C(C1)C(C)=O)N1CCCCC1)N1CCOCC1